1-(2,3-dihydrobenzofuran-5-yl)ethan-1-ol O1CCC2=C1C=CC(=C2)C(C)O